ClC1=CC=C(CC2=NOC(=N2)CCl)C=C1 3-(4-chlorobenzyl)-5-(chloromethyl)-1,2,4-oxadiazole